[Cl-].[Cl-].C1(=CC=CC=C1)P(C1=CC=CC=C1)C1=CC=CC=C1.C1(=CC=CC=C1)P(C1=CC=CC=C1)C1=CC=CC=C1.[Cu+2] copper bis(triphenyl-phosphine) dichloride